4-amino-N-(4-(methoxymethyl)phenyl)-7-(1-methylcyclopropyl)-6-(3-(tetrahydro-2H-pyran-4-yl)prop-1-yn-1-yl)-7H-pyrrolo[2,3-d]pyrimidine-5-carboxamide NC=1C2=C(N=CN1)N(C(=C2C(=O)NC2=CC=C(C=C2)COC)C#CCC2CCOCC2)C2(CC2)C